O[C@@H]1C=2C=CC(=CC2CC[C@@H]1[C@@H]1N2C(C3=CC=CC=C13)=CN=C2)C#N (5S,6R)-5-Hydroxy-6-((S)-5H-imidazo[5,1-a]isoindol-5-yl)-5,6,7,8-tetrahydronaphthalen-2-carbonitril